N-hydroxy-3-oxo-4-((6-(trifluoromethyl)benzo[d]oxazol-2-yl)methyl)-3,4-dihydro-2H-benzo[b][1,4]oxazine-6-carboxamide ONC(=O)C1=CC2=C(OCC(N2CC=2OC3=C(N2)C=CC(=C3)C(F)(F)F)=O)C=C1